C1(CCCC1)NC1=CC=C(C=C1)[C@@H]1N(C2=CC(=C(C=C2C[C@@H]1C(=O)NC1=CC(=C(C=C1)C)C(F)(F)F)F)F)C(C1=C(C=CC=C1C)F)=O (2R,3S)-2-(4-(cyclopentylamino)phenyl)-6,7-difluoro-1-(2-fluoro-6-methylbenzoyl)-N-(4-methyl-3-(trifluoromethyl)phenyl)-1,2,3,4-tetrahydroquinoline-3-carboxamide